[4-(ethoxycarbonyl)phenyl]boronic acid C(C)OC(=O)C1=CC=C(C=C1)B(O)O